N-(2-ethoxy-5-fluorobenzyl)-1-(piperidin-4-yl)methanamine hydrochloride Cl.C(C)OC1=C(CNCC2CCNCC2)C=C(C=C1)F